sodium acryloylmethyltaurate C(C=C)(=O)N(CCS(=O)(=O)[O-])C.[Na+]